tert-Butyl 3-(4-formyl-1H-pyrazol-1-yl)pyrrolidine-1-carboxylate C(=O)C=1C=NN(C1)C1CN(CC1)C(=O)OC(C)(C)C